COC(=O)C1(CCC2(C(=CC3=CC=CC=C23)C[C@@H](CO)C2=CC=CC=C2)CC1)NC1=CC(=CC=C1)Cl (1R,4R)-4-(3-Chloroanilino)-2'-[(2R)-3-hydroxy-2-phenylpropyl]spiro[cyclohexane-1,1'-indene]-4-carboxylic acid methyl ester